9H-fluoren-9-ylmethyl [(2R)-1-({bis[4-(methylsulfinyl)phenyl]methyl}sulfanyl)-3-oxobutan-2-yl]carbamate CS(=O)C1=CC=C(C=C1)C(C1=CC=C(C=C1)S(=O)C)SC[C@@H](C(C)=O)NC(OCC1C2=CC=CC=C2C=2C=CC=CC12)=O